CN1C(C2=CC=C(C=C2C=C1)C=1C=NC2=CC=C(C=C2N1)C(=O)O)=O 3-(2-methyl-1-oxo-1,2-dihydroisoquinolin-6-yl)quinoxaline-6-carboxylic acid